C(C1=CC=CC=C1)OC=1C(=C(C(=NC1C)NC(OC)=O)C)C methyl (5-benzyloxy-3,4,6-trimethylpyridin-2-yl)carbamate